6-Fluoro-N-[4-fluoro-5-[1-(4-fluorophenyl)-1,2,4-triazol-3-yl]-2-methylphenyl]pyrazolo[1,5-a]pyridine-3-carboxamide FC=1C=CC=2N(C1)N=CC2C(=O)NC2=C(C=C(C(=C2)C2=NN(C=N2)C2=CC=C(C=C2)F)F)C